ClC1=CSC2=C1NC(=C2)C(=O)N2[C@H]([C@H]1[C@@H](C2)CC(C1)(F)F)C(=O)N[C@H](C[C@@H]1C(NCCC1)=O)C#N (1R,3aS,6aR)-2-(3-chloro-4H-thieno[3,2-b]pyrrole-5-carbonyl)-N-((R)-1-cyano-2-((R)-2-oxopiperidin-3-yl)ethyl)-5,5-difluorooctahydrocyclopenta[c]pyrrole-1-carboxamide